C(CCCCCCCCC(=O)O)(=O)O.C(CCCCCCC\C=C/CCCCCCCC)(=O)O oleic acid sebacate